FC1=CC=C(C=N1)C1=CC(N(C=C1)C)=O 6-fluoro-1'-methyl-[3,4'-bipyridine]-2'(1'H)-one